4-(2,6-dioxo-1,2,3,6-tetrahydrochromeno[7,8-d]imidazol-8-yl)benzonitrile O=C1NC2=C(N1)C=CC=1C(C=C(OC12)C1=CC=C(C#N)C=C1)=O